C(C)(CC)C(COC)COC 2-sec-butyl-1,3-Dimethoxypropane